FC(C(COC1=NN(C=C1C(=O)OCC)C(=O)OC(C)(C)C)(C)C)(F)F 1-(tert-butyl) 4-ethyl 3-(3,3,3-trifluoro-2,2-dimethylpropoxy)-1H-pyrazole-1,4-dicarboxylate